C(#N)C1=NC=CC(=N1)C1(CCCCC1)NC(OCC1=CC(=CC=C1)Cl)=O 3-chlorobenzyl (1-(2-cyanopyrimidin-4-yl)cyclohexyl)carbamate